5-(3-(3-(2-(2-aminoethoxy)ethoxy)propanamido)-4-hydroxyphenyl)-2-methylpentanoic acid NCCOCCOCCC(=O)NC=1C=C(C=CC1O)CCCC(C(=O)O)C